C(C1=CC=CC=C1)[C@@H]1N(C(OC1)=O)C(CC1CC(C2=CC=CC=C12)(C)C)=O (4S)-4-benzyl-3-(2-(3,3-dimethyl-2,3-dihydro-1H-inden-1-yl)acetyl)oxazolidin-2-one